(pyridine-2-carboxamide) acetate C(C)(=O)O.N1=C(C=CC=C1)C(=O)N